Cl.NC(C(=O)OC)(C(F)(F)F)C methyl 2-amino-3,3,3-trifluoro-2-methylpropionate hydrochloride